2-Mercapto-6-methoxyquinoline-3-carbaldehyde-N-oxide SC1=[N+](C2=CC=C(C=C2C=C1C=O)OC)[O-]